(R)-2-(6-cyano-1-(2-(2-methoxyphenyl)-2-((tetrahydro-2H-pyran-4-yl)oxy)ethyl)-5-methyl-2,4-dioxo-1,2-dihydrothieno[2,3-d]pyrimidin-3(4H)-yl)-2-methylpropanoic acid tert-butyl ester C(C)(C)(C)OC(C(C)(C)N1C(N(C2=C(C1=O)C(=C(S2)C#N)C)C[C@H](OC2CCOCC2)C2=C(C=CC=C2)OC)=O)=O